2-[(3R)-3-methylmorpholin-4-yl]pyrimidin-5-amine C[C@H]1N(CCOC1)C1=NC=C(C=N1)N